ClC=1C=C2C(=C(C1)I)NC(C21CCN(CC1)C(=O)OC(C)(C)C)=O tert-butyl 5-chloro-7-iodo-2-oxo-1,2-dihydrospiro[indole-3,4'-piperidine]-1'-carboxylate